3-cyanopyridine N-oxide C(#N)C=1C=[N+](C=CC1)[O-]